N[C@@H](CCC(=O)O)C(=O)CC(=O)N glutamyl-acetamide